C(C)(C)(C)OC(=O)N1C=COC=CC1 [1,4]Oxazepine-4(5H)-carboxylic acid tert-butyl ester